ClCC(=O)N(CC1=CC=C(C=C1)C)C1=CC(=CC(=C1)C)C 2-chloro-N-(3,5-dimethylphenyl)-N-(p-tolylmethyl)acetamide